CN1C(C2(C3=C1C=NC=1C=CC=CC31)CC(C2)=O)=O 3'-methyl-2',3-dioxo-2',3'-dihydrospiro[cyclobutane-1,1'-pyrrolo[2,3-c]quinolin]